S1C(=CC2=C1C=CC=C2)C2(CCNCC2)O 4-(1-Benzothien-2-yl)piperidin-4-ol